COC1CCN(CC1)C(=O)C1=CC=C(C=C1)C1=C(N=C2N(C1=O)C=CC=C2)C(F)(F)F 4-((4-methoxypiperidin-1-yl)carbonyl)phenyl-2-(trifluoromethyl)-4H-pyrido-[1,2-a]pyrimidin-4-on